COC1=NC(N(C=N1)C1C(C(C(C1)COCC1=CC=CC=C1)OCC1=CC=CC=C1)OCC1=CC=CC=C1)=O 4-Methoxy-1-[(1'r,2's,3'r,4'r)-2',3'-bis(benzyloxy)-4'-((benzyloxy)methyl)-cyclopentyl]-1H-[1,3,5]-triazin-2-one